5-(1-Hydrazinylpropyl)-2-(Trifluoromethyl)Pyridine N(N)C(CC)C=1C=CC(=NC1)C(F)(F)F